FC1=CC=C(C=C1)N1C(C(=C(C=C1)OCC)C(=O)N)=O 1-(4-fluorophenyl)-4-ethoxy-2-oxo-1,2-dihydropyridine-3-carboxamide